CC1=NC(=NC(=C1)C)N1C=C2C(=C1)CN(C2)C(=O)C=2C(=CN1C=CC=CC21)C2=NC=CC=C2C(F)(F)F ((3aR,6aS)-5-(4,6-dimethylpyrimidin-2-yl)pyrrolo[3,4-c]pyrrol-2(1H)-yl)(2-(3-(trifluoromethyl)pyridin-2-yl)indolizin-1-yl)methanone